NC1=NC2=CC=C(C(=C2C=N1)F)C=1C(=C(C=CC1F)NS(=O)(=O)C1=CC(=CC=2C(COC21)O)Cl)F N-[3-(2-amino-5-fluoroquinazolin-6-yl)-2,4-difluorophenyl]-5-chloro-3-hydroxy-2,3-dihydro-1-benzofuran-7-sulfonamide